Cl.CN(C1=CC=C2CCN(CC2=C1)CCC)C1=CC=CC=C1 N-methyl-N-phenyl-2-propyl-1,2,3,4-tetrahydroisoquinoline-7-amine hydrochloride